COC1=CC=C(C=N1)CN1C2CN(CC1C2)C2=CC=C(C=N2)C2N(C1=CC=CC=C1C=N2)C2=NNC(=C2)C 2-(6-(6-((6-methoxypyridin-3-yl)methyl)-3,6-diazabicyclo[3.1.1]heptan-3-yl)pyridin-3-yl)-N-(5-methyl-1H-Pyrazole-3-yl)Quinazoline